7-Methoxy-3-methyl-1-(1-methyl-1H-imidazol-4-yl)-8-(1-methyl-1H-pyrazol-4-yl)-1,3-dihydroimidazo[4,5-c]quinolin-2-one COC=1C(=CC=2C3=C(C=NC2C1)N(C(N3C=3N=CN(C3)C)=O)C)C=3C=NN(C3)C